4-chloro-6-[(3R)-3-methylmorpholine-4-yl]Pyridine-2-carboxylic acid methyl ester COC(=O)C1=NC(=CC(=C1)Cl)N1[C@@H](COCC1)C